benzoic acid ethyl ester hydrochloride Cl.C(C)OC(C1=CC=CC=C1)=O